FC1=C2C(=NNC2=CC=C1F)CCNCC1=C(C=CC=C1)OC 2-(4,5-difluoro-1H-indazol-3-yl)-N-(2-methoxybenzyl)ethan-1-amine